(2R,3S,4R)-5-[6-chloro-4-(cyclopentylamino)pyrazolo[3,4-d]pyrimidin-1-yl]-2-(hydroxymethyl)tetrahydropyran-3,4-diol ClC1=NC(=C2C(=N1)N(N=C2)C2[C@H]([C@@H]([C@H](OC2)CO)O)O)NC2CCCC2